1-cyano-4-ethyl-N-(S-phenylthiazol-2-yl)pyrrolidine-3-carboxamide C(#N)N1CC(C(C1)CC)C(=O)NC=1S(C=CN1)C1=CC=CC=C1